C(\C=C\C)(=O)SCCNC(CCNC([C@@H](C(COP(OP(OC[C@@H]1[C@H]([C@H]([C@@H](O1)N1C=NC=2C(N)=NC=NC12)O)OP(=O)(O)O)(=O)O)(=O)O)(C)C)O)=O)=O (E)-but-2-enoyl-Coenzyme A